OC1=CC=C2NC=C(C[C@H](N)C(=O)O)C2=C1 ls-5-Hydroxytryptophan